FC1=CC=C(C=C1)C(CC)N1N=CC(=C1)C1=CC=CC(=N1)C1=C(C=2N(C=C1)N=C(N2)N)C 7-(6-(1-(1-(4-fluorophenyl)propyl)-1H-pyrazol-4-yl)pyridin-2-yl)-8-methyl-[1,2,4]-triazolo[1,5-a]-pyridin-2-amine